2-Fluoro-4-[(4-methoxyphenyl)methylsulfanyl]benzoic acid methyl ester COC(C1=C(C=C(C=C1)SCC1=CC=C(C=C1)OC)F)=O